2-(4-methoxycarbonyl-benzyl)-5,5-dimethyl-1,3-cyclohexanedione COC(=O)C1=CC=C(CC2C(CC(CC2=O)(C)C)=O)C=C1